Tert-butyl (7-chloro-4-(2-chloro-5-fluorophenoxy)-3-(1,3-dioxoisoindolin-2-yl)-1-methyl-1H-indazol-5-yl)carbamate ClC=1C=C(C(=C2C(=NN(C12)C)N1C(C2=CC=CC=C2C1=O)=O)OC1=C(C=CC(=C1)F)Cl)NC(OC(C)(C)C)=O